3-((3-fluoro-4-(hexadecyloxy)phenyl)sulfonyl)-4-(4-(4-methylpiperazin-1-yl)-[1,4'-bipiperidin]-1'-yl)-6-(methylsulfinyl)quinoline FC=1C=C(C=CC1OCCCCCCCCCCCCCCCC)S(=O)(=O)C=1C=NC2=CC=C(C=C2C1N1CCC(CC1)N1CCC(CC1)N1CCN(CC1)C)S(=O)C